(trans)-3-(5-chloro-2-(4,4-difluoroazepan-1-yl)-4-(trifluoromethyl)benzamido)cyclobutane-1-carboxylic acid ClC=1C(=CC(=C(C(=O)N[C@@H]2C[C@H](C2)C(=O)O)C1)N1CCC(CCC1)(F)F)C(F)(F)F